NC=1C2=C(N=CN1)C(=NN2C2=CC=C(C(=O)NC1=NC=CC(=C1)C(F)(F)F)C=C2)C2CCN(CC2)C(C(C)C)=O 4-(7-amino-3-(1-isobutyrylpiperidin-4-yl)-1H-pyrazolo[4,3-d]pyrimidin-1-yl)-N-(4-(trifluoromethyl)pyridin-2-yl)benzamide